4-[(5-chloro-4-{4-oxa-7-azaspiro[2.5]octan-7-yl}pyrimidin-2-yl)amino]benzenesulfonamide ClC=1C(=NC(=NC1)NC1=CC=C(C=C1)S(=O)(=O)N)N1CCOC2(CC2)C1